(R)-N-(2-(4-Cyanothiazolidin-3-yl)-2-oxoethyl)-6-(3-(difluoromethyl)-3-methylAzetidin-1-yl)quinoline-4-carboxamide C(#N)[C@H]1N(CSC1)C(CNC(=O)C1=CC=NC2=CC=C(C=C12)N1CC(C1)(C)C(F)F)=O